oleamido oleate C(CCCCCCC\C=C/CCCCCCCC)(=O)ONC(CCCCCCC\C=C/CCCCCCCC)=O